6-bromo-2,3,4,9-tetrahydro-1H-carbazole BrC=1C=C2C=3CCCCC3NC2=CC1